FC=1C=CC(=C2CC[C@@H](C12)O)C1=C(C=C(C=C1C)OCCC(C)(C)O)C (S)-7-fluoro-4-[4-(3-hydroxy-3-methyl-butoxy)-2,6-dimethyl-phenyl]-indan-1-ol